8'-(5-chloro-2-(isopropylamino)pyridin-4-yl)-2'-(2-(hydroxymethyl)benzyl)-2',3'-dihydro-1'h,5'h-spiro[oxetan-3,4'-pyrrolo[1,2-a][1,4]diazepin]-1'-one ClC=1C(=CC(=NC1)NC(C)C)C=1C=C2N(CC3(CN(C2=O)CC2=C(C=CC=C2)CO)COC3)C1